2,3-diphenyl-5-chloro-N-(methacryloyl)indole C1(=CC=CC=C1)C=1N(C2=CC=C(C=C2C1C1=CC=CC=C1)Cl)C(C(=C)C)=O